3-(4-((1R,5S)-3,8-diazabicyclo[3.2.1]octan-3-yl)-6,7-difluoro-1-oxoisoindoline-2-yl)piperidine-2,6-dione [C@H]12CN(C[C@H](CC1)N2)C2=C1CN(C(C1=C(C(=C2)F)F)=O)C2C(NC(CC2)=O)=O